4-((2s,5s)-4-((5-isopropoxypyridin-2-yl)oxy)-2,5-dimethylpiperidin-1-yl)-1-methyl-2-oxo-1,2-dihydropyrido[3,2-d]pyrimidine-6-carbonitrile C(C)(C)OC=1C=CC(=NC1)OC1C[C@@H](N(C[C@@H]1C)C=1C2=C(N(C(N1)=O)C)C=CC(=N2)C#N)C